COC1=C2CCC(CC2=C(C=C1C)OC)N 5,8-dimethoxy-6-methyl-1,2,3,4-tetrahydronaphthalen-2-amine